2-chloro-N-(3,5-dimethoxyphenyl)-N-[(4-fluoro-3-methoxy-phenyl)methyl]acetamide ClCC(=O)N(CC1=CC(=C(C=C1)F)OC)C1=CC(=CC(=C1)OC)OC